C1(=CC=CC=C1)C1=CN=C(O1)C1=CC=C(C=C1)C=1OC(=CN1)C1=CC=CC=C1 1,4-bis(5-phenyloxazolyl)benzene